N1=CC=C2N1C=CC(=N2)C2=CNC=1N=C(N=CC12)NC1CCC2(OCCO2)CC1 5-(pyrazolo[1,5-a]pyrimidin-5-yl)-N-(1,4-dioxaspiro[4.5]decan-8-yl)-7H-pyrrolo[2,3-d]pyrimidin-2-amine